C(CCC)SC1=C2N(C=NC2=NC(=N1)Cl)CC#C 6-butylthio-2-chloro-7-(prop-2-yn-1-yl)-7H-purine